N-(2-((4-(2-(((5-Methoxypyridin-3-yl)methyl)((1-methyl-1H-indazol-5-yl)methyl)amino)ethyl)phenyl)carbamoyl)-5-(morpholine-4-carbonyl)phenyl)-4-oxo-4H-chromene-2-carboxamide COC=1C=C(C=NC1)CN(CCC1=CC=C(C=C1)NC(=O)C1=C(C=C(C=C1)C(=O)N1CCOCC1)NC(=O)C=1OC2=CC=CC=C2C(C1)=O)CC=1C=C2C=NN(C2=CC1)C